C(C)(=O)O[C@@H]1[C@@]([C@H](O[C@H]1N1N=CC=2C1=NC(=CC2Cl)Cl)COC(C2=CC=CC=C2)=O)(O)C(F)F.C(C(=C)C)(=O)OC[Si](OC)(OC)OC methacryloyloxymethyl-trimethoxysilane ((2R,3R,4R,5R)-4-acetoxy-5-(4,6-dichloro-1H-pyrazolo[3,4-b]pyridin-1-yl)-3-(difluoromethyl)-3-hydroxytetrahydrofuran-2-yl)methyl-benzoate